1,3-bis(1,1,1,3,3,3-hexafluoroprop-2-yloxy)-2-chloro-3,4,4,5,5-pentafluorocyclopentene FC(C(C(F)(F)F)OC1=C(C(C(C1(F)F)(F)F)(F)OC(C(F)(F)F)C(F)(F)F)Cl)(F)F